2-(4-(p-tolyl)-1H-1,2,3-triazol-1-yl)-N-(2,4,6-trichlorophenyl)acrylamide ethyl-{[N-(3-chlorophenyl)-N-(2,4-dichlorobenzoyl)carbamimidoyl]sulfanyl}acetate C(C)OC(CSC(N(C(C1=C(C=C(C=C1)Cl)Cl)=O)C1=CC(=CC=C1)Cl)=N)=O.C1(=CC=C(C=C1)C=1N=NN(C1)C(C(=O)NC1=C(C=C(C=C1Cl)Cl)Cl)=C)C